OC12CC3C(C(CC(C1)C3)C2)NC(=O)NC2=CC=C(C=C2)C(=O)N2CCCCC2 ((5s,7s)-5-hydroxyadamantan-2-yl)-3-(4-(piperidine-1-carbonyl)phenyl)urea